N-{3-[(4aR,6S,7S,7aR)-2,2-di-tert-butyl-7-methoxy-tetrahydro-4H-furo[3,2-d][1,3,2]dioxasilin-6-yl]propyl}-14-cyclopropyltetradecanamide C(C)(C)(C)[Si]1(OC[C@@H]2[C@@H](O1)[C@H]([C@@H](O2)CCCNC(CCCCCCCCCCCCCC2CC2)=O)OC)C(C)(C)C